(3-chloro-6-(difluoromethyl)-2-fluorophenyl)-3-methylpyrazine-2-carboxylic acid methyl ester COC(=O)C1=NC=C(N=C1C)C1=C(C(=CC=C1C(F)F)Cl)F